CC(CC(=O)[O-])CC(C)(C)C.[Co+2].CC(CC(=O)[O-])CC(C)(C)C cobalt 3,5,5-trimethylhexanoate